NC1=NN2C(C=C(C=C2)C=2C(=C(C(=O)[O-])C(=CC2)Cl)C)=N1.[Li+] lithium 3-(2-amino-[1,2,4]triazolo[1,5-a]pyridin-7-yl)-6-chloro-2-methylbenzoate